2-((2S,4S)-2-(1-aminoethyl)-5-chloro-2-phenyl-2,3-dihydrobenzofuran-4-yl)-3-fluoro-4-methoxybenzamide NC(C)[C@@]1(OC2=C(C1)C(=C(C=C2)Cl)C2=C(C(=O)N)C=CC(=C2F)OC)C2=CC=CC=C2